C1(CC1)C=1C=CC=2N(C1)C=C(N2)CN (6-cyclopropylimidazo[1,2-a]pyridin-2-yl)methanamine